6-cyano-N-((1S,3r)-3-(5-(5-ethoxypyridin-2-yl)-4-(2-fluorophenyl)-4H-1,2,4-triazol-3-yl)cyclobutyl)pyridineamide C(#N)C1=CC=CC(=N1)C(=O)NC1CC(C1)C1=NN=C(N1C1=C(C=CC=C1)F)C1=NC=C(C=C1)OCC